ClN1N=CC2=C(C=CC=C12)CC(=O)N1[C@H](C2=CC=CC(=C2CC1)C(CF)(C)O)C 2-(chloro-1H-indazol-4-yl)-1-[(1S)-5-[2-fluoro-1-hydroxy-1-methyl-ethyl]-1-methyl-3,4-dihydro-1H-isoquinolin-2-yl]ethanone